(5S,9S)-2-((S)-1-(4-fluorophenyl)-3,4-dihydroisoquinolin-2(1H)-yl)-1-oxa-3,7-diazaspiro[4.4]non-2-en-9-ol FC1=CC=C(C=C1)[C@@H]1N(CCC2=CC=CC=C12)C=1O[C@]2(CN1)CNC[C@@H]2O